1,13-bis(didecylamino)-1,13-dioxotridecan-7-yl 4-(dimethylamino)butanoate CN(CCCC(=O)OC(CCCCCC(=O)N(CCCCCCCCCC)CCCCCCCCCC)CCCCCC(=O)N(CCCCCCCCCC)CCCCCCCCCC)C